FC(C(=O)O)(F)F.C(C)NC(=O)NC1CCC2(C(N(C3=CN=C(C=C32)NC3=NC2=C(C=CC=C2C=C3)C(F)(F)F)C([2H])([2H])[2H])=O)CC1 1-Ethyl-3-((1r,4r)-1'-(methyl-d3)-2'-oxo-5'-((8-(trifluoromethyl)quinolin-2-yl)amino)-1',2'-dihydrospiro[cyclohexane-1,3'-pyrrolo[2,3-c]pyridin]-4-yl)urea, trifluoroacetate salt